BrC1=CC=C(C=C1)C1=CC=C(C=C1)CC(C)NC(=O)NC1C(CCCC1)OC 1-(1-(4'-bromo-[1,1'-biphenyl]-4-yl)propan-2-yl)-3-(2-methoxycyclohexyl)urea